C(C)(C)(C)OC(=O)N1C2=CC=C(C=C2SC=2C=CC(=CC12)C(=O)O)OC 10-(tert-Butoxycarbonyl)-7-methoxy-10H-phenothiazine-2-carboxylic acid